(2R,3R,4R,5R)-2-(Acetoxymethyl)-5-(5,7-dichloro-3H-[1,2,3]triazolo[4,5-d]pyrimidin-3-yl)tetrahydrofuran-3,4-diyl diacetate C(C)(=O)O[C@@H]1[C@H](O[C@H]([C@@H]1OC(C)=O)N1N=NC2=C1N=C(N=C2Cl)Cl)COC(C)=O